(4-Amino-2,5-bis(trifluoromethyl)pyridin-3-yl)methanol NC1=C(C(=NC=C1C(F)(F)F)C(F)(F)F)CO